disodium octanedioate C(CCCCCCC(=O)[O-])(=O)[O-].[Na+].[Na+]